2-[4-(bromomethyl)phenyl]-4-[(2,6-difluorophenyl)methyl]-1,2,4-triazol-3-one BrCC1=CC=C(C=C1)N1N=CN(C1=O)CC1=C(C=CC=C1F)F